7-thiabicyclo[2.2.1]hept-2,5-diene-2,3-dicarboxylic acid dimethyl ester COC(=O)C=1C2C=CC(C1C(=O)OC)S2